dodecylpyridiniumOne C(CCCCCCCCCCC)C1[N+](C=CC=C1)=O